FC=1C=C(C=CC1F)N1C(N([C@H](C1)C#N)C1=CN=CC2=CC=C(C=C12)S(=O)(=O)C)=O (R)-1-(3,4-difluorophenyl)-3-(6-(methylsulfonyl)isoquinolin-4-yl)-2-oxoimidazolidine-4-carbonitrile